2-ethoxy-2-oxo-ethyl (5-amino-2-chloro-4-fluoro-benzoate) NC=1C(=CC(=C(C(=O)OCC(=O)OCC)C1)Cl)F